CC1=NOC(=C1C=1C=C2C(=NC1)C(=CN2C2=C(C=C(C(=O)O)C=C2OCC)OCC)C=2C=NN(C2)C)C 4-(6-(3,5-dimethylisoxazol-4-yl)-3-(1-methyl-1H-pyrazol-4-yl)-1H-pyrrolo[3,2-b]pyridin-1-yl)-3,5-diethoxybenzoic acid